C(C=C)(=O)N1CCC(=CC1)C1=NC=C(C=C1)C(C(=O)NC1=NNC(=C1)C1CC1)(F)F 2-(1'-propenoyl-1',2',3',6'-tetrahydro-[2,4'-bipyridin]-5-yl)-N-(5-cyclopropyl-1H-pyrazol-3-yl)-2,2-difluoroacetamide